N-(4-((2-(6-aminohexanoyl)-1,2,3,4-tetrahydroisoquinolin-6-yl)carbamoyl)benzyl)-N-cyclopropyl-3-oxo-3,4-dihydro-2H-benzo[b][1,4]oxazine-7-carboxamide NCCCCCC(=O)N1CC2=CC=C(C=C2CC1)NC(=O)C1=CC=C(CN(C(=O)C=2C=CC3=C(OCC(N3)=O)C2)C2CC2)C=C1